[4-(1,3-Dioxolan-2-yl)piperidin-1-yl]-2,3-dihydro-1H-indole O1C(OCC1)C1CCN(CC1)N1CCC2=CC=CC=C12